1-(3-(4-(4-((7-Amino-5-butoxy-1H-pyrazolo[4,3-d]pyrimidin-3-yl)methyl)-3-methoxybenzyl)piperazin-1-yl)-3-oxopropyl)-1H-pyrrole-2,5-dione NC=1C2=C(N=C(N1)OCCCC)C(=NN2)CC2=C(C=C(CN1CCN(CC1)C(CCN1C(C=CC1=O)=O)=O)C=C2)OC